methyl N-[2-chloro-5-[1-[1-cyclopropyl-5-[1,2,2,2-tetrafluoro-1-(trifluoromethyl)ethyl]pyrrol-2-yl]pyrazol-4-yl]benzoyl]-N-(1-cyanocyclopropyl)carbamate ClC1=C(C(=O)N(C(OC)=O)C2(CC2)C#N)C=C(C=C1)C=1C=NN(C1)C=1N(C(=CC1)C(C(F)(F)F)(C(F)(F)F)F)C1CC1